vinylidene-2'-deoxyguanosine C(=C)=C1[C@@H](O[C@@H]([C@H]1O)CO)N1C=NC=2C(=O)NC(N)=NC12